C(CCC)N1C(C2(C3=CC(=CC=C13)C)C(=CC1(C(OC3=C(C12)C=CC=C3)C3=CC=C(C=C3)C)[N+](=O)[O-])C(=O)OC)=O methyl 1'-butyl-5'-methyl-3a-nitro-2'-oxo-4-(p-tolyl)-3a,9b-dihydro-4H-spiro[cyclopenta[c]benzopyran-1,3'-indoline]-2-carboxylate